COC=1C=C(C=C(C1)OC)C#CC1=NN(C2=NC=NC(=C21)NC)[C@@H]2CNCC2 (S)-3-((3,5-Dimethoxyphenyl)ethynyl)-N-methyl-1-(pyrrolidin-3-yl)-1H-pyrazolo[3,4-d]pyrimidin-4-amine